bismethylallylrhodium CC=CC[Rh]CC=CC